tert-butyl 2-(2-(3-(2-(4-(1-(cyclopropanecarbonyl)indolin-5-yl)-5-methylthiazol-2-ylamino)-2-oxoethyl)phenoxy)ethoxy)ethylcarbamate C1(CC1)C(=O)N1CCC2=CC(=CC=C12)C=1N=C(SC1C)NC(CC=1C=C(OCCOCCNC(OC(C)(C)C)=O)C=CC1)=O